FC=1C=C(C(=C(C#N)C1)CO)C1=CC2=C(NC=N2)C=C1 5-fluoro-2-(hydroxymethyl)-3-(1H-benzimidazol-5-yl)benzonitrile